NC1=COC=2C(OCC2)=C1 6-amino-1,4-benzodioxole